FC(C=1OC(=NN1)C=1C=NC(=CC1)CN1N=NC(=C1)C=1C=C2CNCC2=CC1)F 2-(difluoromethyl)-5-(6-((4-(isoindolin-5-yl)-1H-1,2,3-triazol-1-yl)methyl)pyridin-3-yl)-1,3,4-oxadiazole